ClC=1C=CC(=C(C1)C1OP(OCC1)=S)F 4-(5-chloro-2-fluorophenyl)-1,3,2-dioxaphosphorinane 2-sulfide